(1S,2R,5R)-ethyl 3,8-diazabicyclo[3.2.1]octane-2-carboxylate [C@@H]12[C@@H](NC[C@@H](CC1)N2)C(=O)OCC